C(#N)[C@H]1N(C[C@]2(C1)C(NCC2)=O)C([C@H](CC(C)C)N(C([C@H](C)NC(C(F)(F)F)=O)=O)C)=O (S)-N-((S)-1-((3S,5S)-3-cyano-6-oxo-2,7-diazaspiro[4.4]nonan-2-yl)-4-methyl-1-oxopentan-2-yl)-N-methyl-2-(2,2,2-trifluoroacetamido)propanamide